NC=1C(=NC=CN1)C#CC[C@H](C(=O)OC)NC(=O)OC(C)(C)C methyl (2R)-5-(3-aminopyrazin-2-yl)-2-{[(tert-butoxy)carbonyl]amino}pent-4-ynoate